O.O.C(C(=O)[O-])(=O)[O-].[Mn+2] Manganese (II) oxalate dihydrate